(R)-2-(methyl((1S,3S)-3-(4-(5,6,7,8-tetrahydro-1,8-naphthyridin-2-yl)butoxy)cyclopentyl)amino)-2-((1S,4S)-4-methyl-5',6'-dihydro-2'H,4'H-spiro[isochromane-1,3'-pyran]-5-yl)acetic acid CN([C@@H](C(=O)O)C1=C2[C@@H](CO[C@]3(COCCC3)C2=CC=C1)C)[C@@H]1C[C@H](CC1)OCCCCC1=NC=2NCCCC2C=C1